ClC1=C(C[C@H]2[C@@H](OC3(O2)CCCCC3)CCO)C=CC=C1 2-((2s,3s)-3-(2-chlorobenzyl)-1,4-dioxaspiro[4.5]dec-2-yl)ethanol